N-(2-fluorophenyl)-4-{2-[(5-fluoropyridin-2-yl)amino]-2-oxoethyl}-5,8-dioxo-6-[(pyridin-2-yl)methyl]-5,6,7,8-tetrahydro-4H-pyrazolo[1,5-a]pyrrolo[3,4-d]pyrimidine-2-carboxamide FC1=C(C=CC=C1)NC(=O)C1=NN2C(N(C3=C(C2=O)CN(C3=O)CC3=NC=CC=C3)CC(=O)NC3=NC=C(C=C3)F)=C1